6-(6-tert-butoxycarbonyl-7,8-dihydro-5H-1,6-naphthyridin-3-yl)-1-(3-chlorophenyl)-7-oxo-4,5-dihydropyrazolo[3,4-C]pyridine-3-carboxylic acid C(C)(C)(C)OC(=O)N1CC=2C=C(C=NC2CC1)N1C(C2=C(CC1)C(=NN2C2=CC(=CC=C2)Cl)C(=O)O)=O